1-(4-aminophenyl-cyclopentyl)guanidine NC1=CC=C(C=C1)C1(CCCC1)NC(=N)N